C1CSCC([NH2+]1)C(=O)[O-] The molecule is zwitterionic form of thiomorpholine-3-carboxylic acid arising from transfer of a proton from the carboxy to the amino group; major species at pH 7.3. It is a conjugate acid of a thiomorpholine-3-carboxylate. It is a tautomer of a thiomorpholine-3-carboxylic acid.